O=C1N(CC(C1)CCC)C(C(=O)N)C 2-(2-oxo-4-propyl-1-pyrrolidinyl)propanamide